FC1=C(C=C(C=C1)N1N=C(C=C1)CC(=O)O)C 2-[1-(4-fluoro-3-methylphenyl)-1H-pyrazol-3-yl]acetic acid